C1(CC1)C=1C=C(C=O)C=C(C1)NC1=NC=CC(=N1)C1=CNC2=CC(=CC=C12)C 3-cyclopropyl-5-((4-(6-methyl-1H-indol-3-yl)pyrimidin-2-yl)amino)benzaldehyde